CC=1C=C(C=NC1C)NC(C(=O)N1[C@@H](CC[C@H](C1)C)C1=CC=CC=C1)=O N-(5,6-dimethyl-3-pyridyl)-2-[(2S,5R)-5-methyl-2-phenyl-1-piperidyl]-2-oxo-acetamide